3-[[1-[2-methoxy-4-(trifluoromethyl)phenyl]pyrido[3,4-d]pyridazin-4-yl]amino]-1-methyl-piperidin-2-one COC1=C(C=CC(=C1)C(F)(F)F)C1=C2C(=C(N=N1)NC1C(N(CCC1)C)=O)C=NC=C2